P1(OC(CCO1)N)=O.[Al] aluminum aminotrimethylene phosphonate